(E)-N,N-dimethyl-4-((2-((5-((Z)-4,4,4-trifluoro-1-(3-fluoro-1H-indazol-5-yl)-2-phenyl-but-1-en-1-yl)pyridin-2-yl)oxy)ethyl)amino)but-2-enamide L-mandelate C([C@@H](O)C1=CC=CC=C1)(=O)O.CN(C(\C=C\CNCCOC1=NC=C(C=C1)\C(=C(\CC(F)(F)F)/C1=CC=CC=C1)\C=1C=C2C(=NNC2=CC1)F)=O)C